2-ethynylcyclopent-1-ene-1-carboxamide C(#C)C1=C(CCC1)C(=O)N